2-(2-fluoro-4-(2-((5-methyl-4-(pyridin-2-yl)thiazol-2-yl)amino)-2-oxoethyl)phenoxy)nicotinamide FC1=C(OC2=C(C(=O)N)C=CC=N2)C=CC(=C1)CC(=O)NC=1SC(=C(N1)C1=NC=CC=C1)C